tert-butyl 6-{[(4S)-3-(tert-butoxycarbonyl)-2,2-dimethyl-1,3-oxazolidin-4-yl]methylidene}-5-oxo-4-azaspiro[2.4]heptane-4-carboxylate C(C)(C)(C)OC(=O)N1C(OC[C@@H]1C=C1C(N(C2(CC2)C1)C(=O)OC(C)(C)C)=O)(C)C